C(#N)C1=CC=C(C=C1)C(CN[C@H](C(=O)NC1=NC=C(C=C1)C=1C(=NN(C1)C)C)C1=CC=CC=C1)C (S)-2-((2-(4-cyanophenyl)propyl)amino)-N-(5-(1,3-dimethyl-1H-pyrazol-4-yl)pyridin-2-yl)-2-phenylacetamide